C(#N)CC(=O)NCCC(C(=O)N)=C 2-(2-Cyanoacetamido)ethylacrylamide